C(CCCCCCCCCCC)SSC1=C(C=CC=C1C=1NC=CN1)C 2-(dodecyldithio)-tolylimidazole